((3-methoxy-4-((6-methoxypyridin-3-yl)methoxy)phenyl)amino)-3-(piperazin-1-yl)quinoxaline-5-carbonitrile COC=1C=C(C=CC1OCC=1C=NC(=CC1)OC)NC1=NC=2C=CC=C(C2N=C1N1CCNCC1)C#N